4-((7S)-8-((5-(methoxy-d3)-7-methyl-1H-indol-4-yl)methyl)-1-oxa-8-azaspiro[4.5]decan-7-yl)benzoic acid trifluoroacetate FC(C(=O)O)(F)F.C(OC=1C(=C2C=CNC2=C(C1)C)CN1[C@@H](CC2(CCCO2)CC1)C1=CC=C(C(=O)O)C=C1)([2H])([2H])[2H]